ClC1=CC=C(C=C1)C1=C(CCC(C1)(C)C)CN1C2CN(CC1CC2)CC=2C(=C1CN(C(C1=CC2)=O)C2C(NC(CC2)=O)=O)F 3-(5-((8-((4'-chloro-5,5-dimethyl-3,4,5,6-tetrahydro-[1,1'-biphenyl]-2-yl)methyl)-3,8-diazabicyclo[3.2.1]octane-3-yl)methyl)-4-fluoro-1-oxoisoindolin-2-yl)piperidine-2,6-dione